CC(CCC)C=1C=2CC[C@H]3N(C2N=CC1)CCNC3 (6aR)-4-(pent-2-yl)-6,6a,7,8,9,10-hexahydro-5H-pyrazino[1,2-a][1,8]naphthyridine